C(C)C(=O)C(=O)C methyl ethyl diketone